((3-acetamido-4-((4-methyl-5-nitrothiazol-2-yl)carbamoyl)phenyl)amino)-3,6,9,12,15-pentaoxaoctadecane-18-oic acid C(C)(=O)NC=1C=C(C=CC1C(NC=1SC(=C(N1)C)[N+](=O)[O-])=O)NCCOCCOCCOCCOCCOCCC(=O)O